Cl.NC\C=C(\CN1C(=NC2=C1C=C(C=C2C2=CC=C(C=C2)S(=O)(=O)C)C(=O)N(C)C)C)/F (Z)-1-(4-amino-2-fluorobut-2-en-1-yl)-N,N,2-trimethyl-4-(4-(methylsulfonyl)phenyl)-1H-benzo[d]imidazol-6-carboxamide Hydrochloride